N1(CCNCCC1)C1=CC=C(C=N1)N1N=C(C2=CC=CC(=C12)C)C=1C2=CN(N=C2C=CC1)C 1-(6-(1,4-diazepan-1-yl)pyridin-3-yl)-2',7-dimethyl-1H,2'H-3,4'-biindazole